BrC=1C=C2C=CC(=NC2=CC1)NC(=O)C=1N=NN(C1C)C1=C(C=CC=C1)C N-(6-Bromochinolin-2-yl)-5-methyl-1-(o-tolyl)-1H-1,2,3-triazol-4-carboxamid